N=1N(N=CC1)C1=C(C=C(C=N1)NC(C1=C(C=C(C=C1)C=1C=NC(=CC1)C(F)(F)F)C)=O)C(F)(F)F N-(6-(2H-1,2,3-triazol-2-yl)-5-(trifluoromethyl)pyridin-3-yl)-2-methyl-4-(6-(trifluoromethyl)pyridin-3-yl)benzamide